FC1=C(C=CC=C1)C1=CC(=CN1)C=O 5-(2-fluorophenyl)pyrrole-3-carbaldehyde